5-(benzyloxy)-7-methoxy-2,3-dihydroinden-1-one C(C1=CC=CC=C1)OC=1C=C2CCC(C2=C(C1)OC)=O